NC1=NC=CC=C1C1=NC2=C(N1C=1C=CC(=NC1)NC(=O)C1CCC(CC1)C(=O)OC)C=C(C=C2)C(C)(C)C methyl (1r,4r)-4-((5-(2-(2-aminopyridin-3-yl)-6-(tert-butyl)-1H-benzo[d]imidazol-1-yl)pyridin-2-yl)carbamoyl)cyclohexane-1-carboxylate